CC1(C2CCC1(C(=O)C2)C)C (+)-Camphor